COC1=CC=C(C=C1)C1=NOC(=N1)N1CCC(CC1)C(=O)NCC1CN(CC1)CC1=NC=CC=C1C 1-(3-(4-methoxyphenyl)-1,2,4-oxadiazol-5-yl)-N-((1-((3-methylpyridin-2-yl)methyl)pyrrolidin-3-yl)methyl)piperidine-4-carboxamide